C(C=C)(=O)OC1C2CCC(C1)C2 2-acrylic acid, bicyclo[2.2.1]hept-2-yl ester